C(C)N([C@H](C(=O)O)CC(C)C)C(=O)OCC1C2=CC=CC=C2C=2C=CC=CC12 (2S)-2-[ethyl(9H-fluoren-9-ylmethoxycarbonyl)amino]-4-methyl-pentanoic acid